6-(((R)-2-ethylmorpholinyl)methyl)-2-(3-((1S,3S)-3-methyl-1-(4-methyl-4H-1,2,4-triazol-3-yl)cyclobutyl)phenyl)-4-(trifluoromethyl)isoindolin-1-one C(C)[C@@H]1CN(CCO1)CC1=CC(=C2CN(C(C2=C1)=O)C1=CC(=CC=C1)C1(CC(C1)C)C1=NN=CN1C)C(F)(F)F